(E)-N-((2-(2,6-dioxopiperidin-3-yl)-1-oxoisoindolin-5-yl)methyl)-3-(4-fluorophenyl)-2-(hydroxyimino)propionamide O=C1NC(CCC1N1C(C2=CC=C(C=C2C1)CNC(/C(/CC1=CC=C(C=C1)F)=N/O)=O)=O)=O